(2-phenylethyl)triethoxysilane C1(=CC=CC=C1)CC[Si](OCC)(OCC)OCC